3-(4-hydroxyphenyl)-6-methoxy-2-methyl-quinazolin-4(3H)-one OC1=CC=C(C=C1)N1C(=NC2=CC=C(C=C2C1=O)OC)C